5-[2-(2-ethoxyethoxy)ethoxy]pyridine-2-carbaldehyde C(C)OCCOCCOC=1C=CC(=NC1)C=O